2-({6-[(3R)-3-amino-1-piperidinyl]-3-methyl-2,4-dioxo-3,4-dihydro-1(2H)-pyrimidinyl}methyl)-4-fluorobenzonitrile N[C@H]1CN(CCC1)C1=CC(N(C(N1CC1=C(C#N)C=CC(=C1)F)=O)C)=O